C(CCC)[C@@]1(C[S@@](C2=C(C(=N1)C1=CC=CC=C1)C=C(C(=C2)O)OC)=O)CC (1S,3R)-3-butyl-3-ethyl-8-hydroxy-7-methoxy-5-phenyl-2,3-dihydrobenzo[f][1,4]Thiazepine 1-oxide